(2R)-piperidine N1CCCCC1